2-(Dimethylaminomethyl)phenol CN(C)CC1=C(C=CC=C1)O